tert-butyl (2S,4S)-4-benzyloxy-2-[(3-chloro-4-fluoro-phenyl)-carbamoyl]pyrrolidine-1-carboxylate C(C1=CC=CC=C1)O[C@H]1C[C@H](N(C1)C(=O)OC(C)(C)C)C(NC1=CC(=C(C=C1)F)Cl)=O